((5-(2,4-difluorophenyl)-4-methoxy-1-((6-methoxypyridin-3-yl)sulfonyl)-1H-pyrrol-3-yl)methyl)methane-d3-amine FC1=C(C=CC(=C1)F)C1=C(C(=CN1S(=O)(=O)C=1C=NC(=CC1)OC)CNC([2H])([2H])[2H])OC